4-((Fmoc)amino)-5-oxo-5-(prop-1-en-1-yloxy)pentanoic acid C(=O)(OCC1C2=CC=CC=C2C2=CC=CC=C12)NC(CCC(=O)O)C(OC=CC)=O